ClC=1C=C2C(=NC(=NC2=C(C1C1=C2C=NNC2=CC=C1C)F)NC1CCN(CC1)CC(F)F)N1CCN(CC1)C(C=C)=O 1-(4-(6-chloro-2-((1-(2,2-difluoroethyl)piperidin-4-yl)amino)-8-fluoro-7-(5-methyl-1H-indazol-4-yl)quinazolin-4-yl)piperazin-1-yl)prop-2-en-1-one